FC(CO)(OC=1C=C(C#N)C=CC1F)F 3-(1,1-difluoro-2-hydroxyethoxy)-4-fluorobenzonitrile